ClC1=C(C=CC(=C1NC=1C(=C2C(N(C=NC2=CC1)C)=O)F)F)NS(=O)(=O)N1CC(C1)OCC N-(2-chloro-4-fluoro-3-((5-fluoro-3-methyl-4-oxo-3,4-dihydroquinazolin-6-yl)amino)phenyl)-3-ethoxyazetidine-1-sulfonamide